(R)-N-(3-methoxy-4-(4-(1-methylpiperidin-4-yl)piperazin-1-yl)phenyl)-6-(3-phenylisoxazolidin-2-yl)pyrimidin-4-amine COC=1C=C(C=CC1N1CCN(CC1)C1CCN(CC1)C)NC1=NC=NC(=C1)N1OCC[C@@H]1C1=CC=CC=C1